ClC1=C(C(=C(C=C1OC)OC)Cl)NC1=NC=CC=C1C1=NC(=NC=N1)NC=1C(=NC(=CC1)N1CCOCC1)OC (2-((2,6-dichloro-3,5-dimethoxyphenyl)amino)pyridin-3-yl)-N-(2-methoxy-6-morpholinopyridin-3-yl)-1,3,5-triazin-2-amine